8-((1S,2R)-2-benzylcyclopropyl)-6-(2,4-dimethoxypyrimidin-5-yl)imidazo[1,2-b]pyridazine C(C1=CC=CC=C1)[C@@H]1[C@H](C1)C=1C=2N(N=C(C1)C=1C(=NC(=NC1)OC)OC)C=CN2